O[C@@H]1C[C@H]2[C@H](C/C(=C/CCCC(=O)O)/O2)[C@H]1\C=C\[C@H](CCCCC)O (5Z,9α,11α,13E,15S)-6,9-epoxy-11,15-dihydroxyprosta-5,13-dien-1-oic acid